4-(Methoxyimino)adamantane-1-carboxylic acid methyl ester COC(=O)C12CC3C(C(CC(C1)C3)C2)=NOC